FC(C1=NC(=NO1)C1=CC=C(C=C1)CN1OCCC1=O)(F)F {4-[5-(trifluoromethyl)-1,2,4-oxadiazol-3-yl]phenylmethyl}isoxazolidin-3-one